COC1=CC(=NC2=CC=CC=C12)C(=O)NCC1=CC=C(C(=O)O)C=C1 4-((4-Methoxyquinoline-2-carboxamido)methyl)benzoic acid